BrC1=CC(=CC(=C1)C(F)(F)F)CC 1-bromo-3-ethyl-5-(trifluoromethyl)benzene